2-(allyloxymethyl)oxirane boron [B].C(C=C)OCC1OC1